OCC(C(=O)O)(CC)CO 2,2-dihydroxymethylbutyric acid